3-(5-((1-((4'-chloro-5,5-dimethyl-3,4,5,6-tetrahydro-[1,1'-biphenyl]-2-yl)methyl)azetidin-3-ylidene)methyl)-1-oxoisoindolin-2-yl)piperidine-2,6-dione ClC1=CC=C(C=C1)C1=C(CCC(C1)(C)C)CN1CC(C1)=CC=1C=C2CN(C(C2=CC1)=O)C1C(NC(CC1)=O)=O